C(C1=CC=C(C(=O)OCCO)C=C1)(=O)OCCO BIS(2-HYDROXYETHYL) TEREPHTHALATE